3,6-diamino-N2,N5-bis(26-oxo-2,5,8,11,14,17,20,23-octaoxa-27-azanonacosan-29-yl)pyrazine-2,5-dicarboxamide NC=1C(=NC(=C(N1)C(=O)NCCNC(CCOCCOCCOCCOCCOCCOCCOCCOC)=O)N)C(=O)NCCNC(CCOCCOCCOCCOCCOCCOCCOCCOC)=O